N1=CC=C(C=C1)N1CC=NC2=CC=CC=C12 4-(pyridin-4-yl)-3,4-dihydroquinoxaline